(1S,4R)-2-(3-chloro-5-methyl-2-nitrophenyl)-2-Azabicyclo[2.2.1]heptan-3-one ClC=1C(=C(C=C(C1)C)N1[C@H]2CC[C@@H](C1=O)C2)[N+](=O)[O-]